3-(2-(dimethylamino)ethyl)-1H-indol-4-yl furan-3-carboxylate O1C=C(C=C1)C(=O)OC1=C2C(=CNC2=CC=C1)CCN(C)C